C(CC)OCCNC1=C(C=CC=C1CC)CC (2-propoxyethyl)-2,6-diethylaniline